3-(7-bromo-9,9-bismethyl-9H-fluoren-2-yl)pyridine BrC1=CC=C2C=3C=CC(=CC3C(C2=C1)(C)C)C=1C=NC=CC1